N-(2-(4-(4-cyclopropylpiperazin-1-yl)piperidin-1-yl)-5-((6-(3-(3-(3,5-dimethylisoxazol-4-yl)phenyl)-isoxazolidin-2-yl)-pyrimidin-4-yl)-amino)-4-methoxy-phenyl)acrylamide C1(CC1)N1CCN(CC1)C1CCN(CC1)C1=C(C=C(C(=C1)OC)NC1=NC=NC(=C1)N1OCCC1C1=CC(=CC=C1)C=1C(=NOC1C)C)NC(C=C)=O